2,6-dimethylpyrazolo[1,5-b]-1,2,4-triazole tosylate S(=O)(=O)(O)C1=CC=C(C)C=C1.CC1=NC=2N(N1)N=C(C2)C